IC=1SC=2NS(C=3C=CC=C(NCCCCCCC4=CC=CC=C4C1N2)N3)(=O)=O 6-iodo-2λ6,5-dithia-3,20,25,26-tetrazatetracyclo[19.3.1.14,7.08,13]hexacosa-1(25),4(26),6,8,10,12,21,23-octaene 2,2-dioxide